hexahydro-3H-pyrrolizin-3-one C1CC(N2CCCC12)=O